4-(4-methoxy-phenyl)-4-oxo-butyric acid COC1=CC=C(C=C1)C(CCC(=O)O)=O